tert-butyl 2-(3-fluoro-4-(4,4,5,5-tetramethyl-1,3,2-dioxaborolan-2-yl)phenyl)-4-oxopyrrolidine-1-carboxylate FC=1C=C(C=CC1B1OC(C(O1)(C)C)(C)C)C1N(CC(C1)=O)C(=O)OC(C)(C)C